(S)-7-(chloromethyl)-4-(cyclopropylethynyl)-4-(trifluoromethyl)-3,4-dihydroquinazoline-2(1H)-thione ClCC1=CC=C2[C@](NC(NC2=C1)=S)(C(F)(F)F)C#CC1CC1